5-bromo-1-isopropyl-1H-pyrazole-4-carbonitrile BrC1=C(C=NN1C(C)C)C#N